(R)-1-(5-((2-ethyl-4-isobutylpiperazin-1-yl)methyl)benzo[d]isoxazol-3-yl)dihydropyrimidine-2,4(1H,3H)-dione C(C)[C@H]1N(CCN(C1)CC(C)C)CC=1C=CC2=C(C(=NO2)N2C(NC(CC2)=O)=O)C1